n-Butyl 4,4-di(t-butylperoxy)valerate C(C)(C)(C)OOC(CCC(=O)OCCCC)(C)OOC(C)(C)C